NC=1C(=C(C(=C(C1O)C=1C(=CC=CC1)O)N)N)N TETRAAMINOBIPHENOL